O[C@@H]1CN(CC1)C=1C2=C(N(C(N1)=O)C=1C=C(C#N)C=CC1)N=C(C=C2)C(F)(F)F (S)-3-(4-(3-hydroxypyrrolidin-1-yl)-2-oxo-7-(trifluoromethyl)pyrido[2,3-d]pyrimidin-1(2H)-yl)benzonitrile